methyl 7-(1-((tert-butyldimethylsilyl)oxy)vinyl)-2-methylpyrazolo[1,5-a]pyridine-5-carboxylate [Si](C)(C)(C(C)(C)C)OC(=C)C1=CC(=CC=2N1N=C(C2)C)C(=O)OC